N-(2-aminoethyl)-3-{2-[(3,5-dimethylphenyl)amino]pyrimidin-4-yl}-1-methyl-1H-pyrazole-5-carboxamide hydrochloride Cl.NCCNC(=O)C1=CC(=NN1C)C1=NC(=NC=C1)NC1=CC(=CC(=C1)C)C